2-[4-(4-chlorophenyl)-5-(pyridin-4-yl)-1H-imidazol-1-yl]-1-(piperazin-1-yl)ethan-1-one ClC1=CC=C(C=C1)C=1N=CN(C1C1=CC=NC=C1)CC(=O)N1CCNCC1